The molecule is a 4-{2-[4-(3,10-dibromo-8-chloro-6,11-dihydro-5H-benzo[5,6]cyclohepta[1,2-b]pyridin-11-yl)piperidin-1-yl]-2-oxoethyl}piperidine-1-carboxamide that has R configuration. It is used as oral farnesyltransferase inhibitor. It has a role as an antineoplastic agent and an EC 2.5.1.58 (protein farnesyltransferase) inhibitor. C1CN(CCC1CC(=O)N2CCC(CC2)[C@@H]3C4=C(CCC5=C3N=CC(=C5)Br)C=C(C=C4Br)Cl)C(=O)N